diphosphoimidazole disodium salt [Na].[Na].P(=O)(O)(OP(=O)(O)O)C=1NC=CN1